Methyl (R)-8-(2,4-dichlorophenyl)-9-(3-(pyrrolidin-3-ylamino)phenyl)-6,7-dihydro-5H-benzo[7]annulene-3-carboxylate ClC1=C(C=CC(=C1)Cl)C=1CCCC2=C(C1C1=CC(=CC=C1)N[C@H]1CNCC1)C=CC(=C2)C(=O)OC